5H-Cyclopenta[b]pyridin N1=C2C(=CC=C1)CC=C2